ClC1=CC(=NN1)NC1=CC(=CC(=N1)NC1CN(CCC1)C(C=C)=O)CN1CCOCC1 1-(3-(6-(5-chloro-1H-pyrazol-3-ylamino)-4-(morpholinomethyl)pyridin-2-ylamino)piperidin-1-yl)prop-2-en-1-one